NCCOCCOCCOCCOCCOCCNC(OC(C)(C)C)=O tertbutyl N-(17-amino-3,6,9,12,15-pentaoxaheptadecan-1-yl)carbamate